CC=1N=C(C2=C(N1)OC=C2C(=O)NCC2=NC=CC(=N2)C)NC2(CC2)C methyl-4-[(1-methylcyclopropyl)amino]-N-[(4-methylpyrimidin-2-yl)methyl]furo[2,3-d]pyrimidine-5-carboxamide